2-Chloro-6-trifluoromethylnicotinic acid chloride ClC1=C(C(=O)Cl)C=CC(=N1)C(F)(F)F